C(C)(NC1=CC=CC=C1)NC1=CC=CC=C1 ethylidenedianiline